2-(oxetan-3-ylidene)acetic acid ethyl ester C(C)OC(C=C1COC1)=O